1,2-distearoyl-sn-glycero-3-phosphoglycerol CCCCCCCCCCCCCCCCCC(=O)OC[C@H](COP(=O)(O)OCC(CO)O)OC(=O)CCCCCCCCCCCCCCCCC